4,4'-diamino-3,3'-dihydroxybenzophenone NC1=C(C=C(C(=O)C2=CC(=C(C=C2)N)O)C=C1)O